4,4'-methylenebis(2,6-di-tertiary butyl-phenol) C(C1=CC(=C(C(=C1)C(C)(C)C)O)C(C)(C)C)C1=CC(=C(C(=C1)C(C)(C)C)O)C(C)(C)C